2-(1-cyclohexenyl)ethylamine C1(=CCCCC1)CCN